4-bromo-2-methyl-5-nitro-1H-imidazole BrC=1N=C(NC1[N+](=O)[O-])C